(2R,3S,4S,5R)-N-(6-((R)-1,2-dihydroxyethyl)pyridin-3-yl)-3-(4-fluoro-2-methoxy-3-methylphenyl)-4,5-dimethyl-5-(trifluoromethyl)tetrahydrofuran-2-carboxamide O[C@@H](CO)C1=CC=C(C=N1)NC(=O)[C@@H]1O[C@]([C@H]([C@H]1C1=C(C(=C(C=C1)F)C)OC)C)(C(F)(F)F)C